2-(3-(6-methyl-Pyridin-2-yl)-1H-pyrazol-4-yl)-1,5-naphthyridine, hydrochloride Cl.CC1=CC=CC(=N1)C1=NNC=C1C1=NC2=CC=CN=C2C=C1